1,2,2,2-tetrafluoro-1-(trifluoromethyl)ethyl α-fluoroacrylate FC(C(=O)OC(C(F)(F)F)(C(F)(F)F)F)=C